C(CCCCCCC)CP(C(N(CC(C)C)CC(C)C)=O)(C1=CC=CC=C1)=O octyl-(phenyl)-N,N-diisobutylcarbamoyl-methylphosphine oxide